OCCS(=O)(=O)NC1=CC(=C2C(=NC=NC2=C1)NC1=NC(=CC(=C1)C)N1C[C@H](OCC1)C)N1CCC2(CC2)CC1 (R)-2-Hydroxy-N-(4-((4-methyl-6-(2-methylmorpholino)pyridin-2-yl)amino)-5-(6-azaspiro[2.5]octan-6-yl)quinazolin-7-yl)ethane-1-sulfonamide